(5RS,7RS)-2-[(5-Chloropyridin-3-yl)methyl]-3-oxo-7-(trifluoromethyl)-2,3,5,6,7,8-hexahydro[1,2,4]triazolo[4,3-a]pyridine-5-carboxylic acid ClC=1C=C(C=NC1)CN1N=C2N([C@H](C[C@H](C2)C(F)(F)F)C(=O)O)C1=O |r|